ClC1=NC=2C(N=C1OC)=NON2 5-CHLORO-6-METHOXY-[1,2,5]OXADIAZOLO[3,4-B]PYRAZINE